5-(difluoromethyl)-3-(trifluoromethyl)-8,9-dihydropyrido[3',2':4,5]pyrrolo[1,2-a]pyrazin FC(C=1C2=C(N3C1C=NCC3)N=CC(=C2)C(F)(F)F)F